Br[C@@](C#N)(CBr)C (S)-2,3-dibromo-2-methylpropanenitrile